C1CCC2=C(C=3CCCC3C=C12)NC(=O)[N-]S(=O)(=O)C1=CC=2CN3CCC(C2S1)CC3.[Na+] sodium ((1,2,3,5,6,7-hexahydro-s-indacen-4-yl)carbamoyl)((4,6,7,8-tetrahydro-5,8-ethanothieno[3,2-c]azepin-2-yl)sulfonyl)amide